[1-(6-Trifluoromethyl-pyridin-3-yl)-azetidin-3-yl]-acetic acid FC(C1=CC=C(C=N1)N1CC(C1)CC(=O)O)(F)F